C1(CCCCCC1)NC(COC1=CC=C2C=CC(=CC2=C1)C(CC(=O)O)C1=CC(=CC=C1)O)=O 3-(7-(2-(Cycloheptylamino)-2-oxoethoxy)naphthalen-2-yl)-3-(3-hydroxyphenyl)propanoic acid